C(C)(C)(C)OC(N(C=1C2=C(N=C(N1)C1=NC=CC(=C1)F)CCC2)CC(NC(C)(C)C)=O)=O.O2CC(CC2)CC(=O)NN (tetrahydrofuran-3-yl)acethydrazide tert-butyl-N-[(tert-butylcarbamoyl)methyl]-N-[2-(4-fluoropyridin-2-yl)-5H,6H,7H-cyclopenta[d]pyrimidin-4-yl]carbamate